(3R)-6-[1-(4-aminopiperidin-1-yl)-2-hydroxypropan-2-yl]-3-(4-chlorophenyl)-2-[(5-chloropyridin-2-yl)methyl]-3-methoxy-2,3-dihydro-1H-isoindol-1-one NC1CCN(CC1)CC(C)(O)C1=CC=C2[C@](N(C(C2=C1)=O)CC1=NC=C(C=C1)Cl)(OC)C1=CC=C(C=C1)Cl